ClC=1C=C(C=C2C(=C(C=NC12)C#N)NCC(C)(C)C)N(C(OCCCOP(=O)(O)O)=O)[C@@H](C=1C(=NC(=CC1)F)C)C=1N=NN(C1)C1(CC1)C(F)F 3-(Phosphonooxy)propyl (S)-(8-chloro-3-cyano-4-(neopentylamino)quinolin-6-yl)((1-(1-(difluoromethyl)cyclopropyl)-1H-1,2,3-triazol-4-yl)(6-fluoro-2-methylpyridin-3-yl)methyl)carbamate